CN1N=CC(=C1)C=1N=C2C(=CC=NC2=CC1)O 6-(1-Methyl-1H-pyrazol-4-yl)-1,5-naphthyridin-4-ol